C1(=CC=CC=C1)C1=C2C=CC=CC2=C(C2=CC=CC=C12)C1=CC=C(C=C1)B(O)O 4-(10-phenyl-9-anthracenyl)phenylboronic acid